C(#N)C=1C=CC(=C(C1)C1=CC(=NC=C1C(=O)NC=1SC2=NC(=CC=C2N1)C1=CC=C(C=C1)NS(=O)(=O)C)C)OC 4-(5-cyano-2-methoxyphenyl)-6-methyl-N-(5-(4-(methylsulfonylamino)phenyl)thiazolo[5,4-b]pyridin-2-yl)nicotinamide